5-(1-(2-bromopyridin-4-yl)-3-methylcyclobutyl)-4-methyl-4H-1,2,4-triazole-3-thiol BrC1=NC=CC(=C1)C1(CC(C1)C)C=1N(C(=NN1)S)C